C(CC)C(CC)S(=O)(=O)[O-] 1-propyl-1-propanesulfonate